CC(CCO)CCC=C(C)C 3,7-dimethyl-oct-6-ene-1-ol